(S)-N-(4-cyano-3-(trifluoromethyl)phenyl)-2-hydroxy-2-methyl-3-(5-nitro-1H-indol-1-yl)propionamide (S)-camphorsulfonate [C@]12(C(=O)CC(CC1)C2(C)C)CS(=O)(=O)O.C(#N)C2=C(C=C(C=C2)NC([C@@](CN2C=CC1=CC(=CC=C21)[N+](=O)[O-])(C)O)=O)C(F)(F)F